2-heptenoic acid methyl ester COC(C=CCCCC)=O